1-((1r,4r)-4-(Cyanomethyl)cyclohexyl)-1,6-dihydroimidazo[4,5-d]pyrrolo[2,3-b]pyridin-2-yl-N-((trimethylsilyl)methyl)acetamide C(#N)CC1CCC(CC1)N1C(=NC=2C1=C1C(=NC2)NC=C1)CC(=O)NC[Si](C)(C)C